C(C)(C)(C)C=1SC2=C(N1)C(CC1(CCN(CC1)C(=O)C1=CC(=C3C=CC(=NC3=C1)NC)C)C2)=O 2-(tert-butyl)-1'-(5-methyl-2-(methylamino)quinoline-7-carbonyl)-5H-spiro[benzo[d]thiazol-6,4'-piperidin]-4(7H)-one